COCCCNC[C@@H]([C@H]([C@@H]([C@@H](CO)O)O)O)O N-glucamine